tert-Butyl (4-(4-hydroxyphenoxy)butyl)carbamate OC1=CC=C(OCCCCNC(OC(C)(C)C)=O)C=C1